(R)-(4-((1-(cyclopropylsulfonyl)piperidin-3-yl)amino)-2-((4-(4-methylpiperazin-1-yl)phenyl)amino)-7H-pyrrolo[2,3-d]pyrimidin-5-yl)(4-fluorophenyl)methanone C1(CC1)S(=O)(=O)N1C[C@@H](CCC1)NC=1C2=C(N=C(N1)NC1=CC=C(C=C1)N1CCN(CC1)C)NC=C2C(=O)C2=CC=C(C=C2)F